2-Chloro-9-(4-oxaspiro[2.5]oct-7-yl)-7,9-dihydro-8H-purin-8-one ClC1=NC=C2NC(N(C2=N1)C1CCOC2(CC2)C1)=O